OC1=C(COC2(CCCC2)C1)C(=O)OC methyl 9-hydroxy-6-oxaspiro[4.5]dec-8-ene-8-carboxylate